1-(3,5-dibromophenyl)-3-[5-chloro-2-(2-hydroxyethyl)phenyl]urea BrC=1C=C(C=C(C1)Br)NC(=O)NC1=C(C=CC(=C1)Cl)CCO